[K+].[K+].O.O.S(=O)(=O)([O-])C1=CC=C(C=C1)P(C1=CC=CC=C1)C1=CC=C(C=C1)S(=O)(=O)[O-] Bis-(p-sulfonatophenyl)phenyl-phosphine dihydrate dipotassium salt